[Cl-].C[N+](CCOC(C(=C)C)=O)(C)C N,N,N-trimethyl-2-[(2-methylprop-2-enoyl)oxy]ethan-1-aminium chloride